NC(CC(=O)O)C(NC(C(=O)OC)COC(CC)=O)=O 3-amino-3-{[1-methoxy-1-oxo-3-(propionyloxy)propan-2-yl]carbamoyl}propanoic acid